[Br].[Sn].CN methylamine tin bromine